OC=1C(C(=CN2N3C(C=CC(N(C(C21)=O)C3)C)C)C(=O)NCC3=C(C=C(C=C3F)F)F)=O 8-hydroxy-2,5-dimethyl-7,9-dioxo-N-(2,4,6-trifluorobenzyl)-2,5,7,9-tetrahydro-1,6-methanopyrido[1,2-b][1,2,5]triazonine-10-carboxamide